(R)-pyrrolidine-2-carboxylic acid benzyl ester hydrochloride Cl.C(C1=CC=CC=C1)OC(=O)[C@@H]1NCCC1